((6-(isopropyl(methyl)amino)-2-(6-(4-isopropyl-5-(methylthio)-4H-1,2,4-triazol-3-yl)pyridin-2-yl)-1-oxo-2,3-dihydro-1H-pyrrolo[3,4-c]pyridin-4-yl)methyl)(methyl)carbamate C(C)(C)N(C1=CC2=C(C(=N1)COC(NC)=O)CN(C2=O)C2=NC(=CC=C2)C2=NN=C(N2C(C)C)SC)C